C(C)N1[N+](=C(C2=CC(=CC=C12)C(=O)OC)C(C1=C(C=CC=C1)C(=O)OC(C(F)(F)F)C(F)(F)F)=O)[O-] 1-Ethyl-3-(2-(((1,1,1,3,3,3-hexafluoropropan-2-yl)oxy)carbonyl)benzoyl)-5-(methoxycarbonyl)-1H-indazole 2-oxide